N-dodecyl-N',N'-diundecylurea C(CCCCCCCCCCC)NC(=O)N(CCCCCCCCCCC)CCCCCCCCCCC